CC1=NOC=C1C=1C=C2C=CN(C(C2=CC1)=O)CC=1C=C(C(=O)NC=2C=C3CCNCC3=CC2)C=CC1 3-((6-(3-methylisoxazol-4-yl)-1-oxoisoquinolin-2(1H)-yl)methyl)-N-(1,2,3,4-tetrahydroisoquinolin-6-yl)benzamide